BrN1C(N2C(=C(C=CC2=O)C)C1=O)(C)C1=CC(=CC=C1)F bromo-3-(3-fluorophenyl)-3,8-dimethyl-2,3-dihydroimidazo[1,5-a]pyridine-1,5-dione